dimethyl-pyrimido[5,4-d]pyrimidin-4-one CC=1N=CC=2N=C(NC(C2N1)=O)C